N-(5-((3,4-Difluorobenzyl)oxy)-2,3-dihydrobenzofuran-7-yl)-1-methyl-5-oxopyrrolidine-2-carboxamide FC=1C=C(COC=2C=C(C3=C(CCO3)C2)NC(=O)C2N(C(CC2)=O)C)C=CC1F